ClC=1C=C2C(=NC1F)NC(=C2)C(=O)NC2CCC(CC2)(C)C 5-chloro-N-(4,4-dimethylcyclohexyl)-6-fluoro-1H-pyrrolo[2,3-b]pyridine-2-carboxamide